CN1C(N(C(C(=C1)C(=O)O)=O)C)=O 1,3-dimethyl-2,4-dioxo-pyrimidine-5-carboxylic acid